2-[2-[2-[2-[2-[2-(2-benzyloxyethoxy)ethoxy]ethoxy]ethoxy]ethoxy]ethyl]-8-[4-(methylamino)phenyl]-3H-pyrano[2,3-e]benzimidazol-6-one C(C1=CC=CC=C1)OCCOCCOCCOCCOCCOCCC1=NC2=C(N1)C=CC1=C2OC(=CC1=O)C1=CC=C(C=C1)NC